C(C)(=O)NC1=CC=C(C=N1)NC(=O)N1[C@H](C(NC2=C(C1)C=CC=C2)=O)[C@@H](C)CC (S)-N-(6-acetamidopyridin-3-yl)-3-((S)-sec-butyl)-2-oxo-1,2,3,5-tetrahydro-4H-benzo[e][1,4]diazepine-4-carboxamide